COC1=CC=C(C=C1)C1=CN=C2N1C=CC=C2 3-p-methoxyphenyl-imidazo[1,2-a]pyridine